FC(C1=C(\C=C/2\C(C3=CC=C(C=C3C2)O)=O)C=CC=C1)(F)F (E)-2-(2-trifluoromethylbenzylidene)-5-hydroxy-2,3-dihydro-1H-inden-1-one